FC1=C(C#N)C(=CC(=C1)CC(C)C)N1CCN(CC1)CC1=NC=C(C=C1)F 2-fluoro-6-(4-((5-fluoropyridin-2-yl)methyl)piperazin-1-yl)-4-isobutylbenzonitrile